(S)-4-(5-(3,5-dimethylisoxazol-4-yl)-1-((trans)-4-(methoxy-d3)cyclohexyl)-1H-benzo[d]imidazol-2-yl)-1-methyltetrahydropyrimidine-2(1H)-one CC1=NOC(=C1C1=CC2=C(N(C(=N2)[C@H]2NC(N(CC2)C)=O)[C@@H]2CC[C@H](CC2)OC([2H])([2H])[2H])C=C1)C